methyl-2-bromopyrimidine CC1=NC(=NC=C1)Br